ClC1=CC=C2C(=CNC2=C1)S(=O)(=O)NC1=NC=C(C(=N1)OC)C(C)(F)F 6-chloro-N-[5-(1,1-difluoroethyl)-4-methoxy-pyrimidin-2-yl]-1H-indole-3-sulfonamide